2-bromo-N-(5-(spiro[3.3]hept-2-yloxy)pyridin-2-yl)propanamide BrC(C(=O)NC1=NC=C(C=C1)OC1CC2(C1)CCC2)C